OCC1=NC=C2C=CC(NC2=C1)=O 7-(hydroxymethyl)-1,2-di-hydro-1,6-naphthyridin-2-one